CN(C)C1=CC=C(C=C1)[N+](=O)[O-] p-nitro-N,N-dimethylaniline